C(=S)=[C] thiocarbonylcarbon